COC1=C(C#N)C=C(C=C1)OC 2,5-dimethoxybenzonitrile